COC([C@H](CC(C)C)NC(=O)C1=NC(=C(C=C1)Br)OCC1CC1)=O (S)-2-(5-bromo-6-(cyclopropylmethoxy)pyridinamido)-4-methylpentanoic acid methyl ester